N[C@H](CC(=O)O)CC1=C(C=CC=C1)C#N (S)-β-amino-4-(2-cyanophenyl)-butyric acid